butyl 2-((2S,3S)-4-bromo-5-chloro-6-fluoro-3-hydroxy-2-phenyl-2,3-dihydrobenzofuran-2-yl)pyrrolidine-1-carboxylate BrC1=C(C(=CC2=C1[C@@H]([C@](O2)(C2=CC=CC=C2)C2N(CCC2)C(=O)OCCCC)O)F)Cl